[N+](=O)([O-])C(C1=CC=CC=C1)[N+](=O)[O-] dinitro-toluen